C(C)(C)(C)OC(=O)NC(C(=O)O)C1=CC(=C(C=C1)F)C 2-{[(tert-butoxy)carbonyl]amino}-2-(4-fluoro-3-methylphenyl)acetic acid